Tartaric acid Potassium sodium salt [Na+].[K+].C(C(O)C(O)C(=O)[O-])(=O)[O-]